1-(pyridin-3-ylcarbamoyl)-6-azaspiro[2.5]Octane-6-carboxylic acid tert-butyl ester C(C)(C)(C)OC(=O)N1CCC2(CC2C(NC=2C=NC=CC2)=O)CC1